phenyl-2-[dimethoxy-(4-methoxyphenyl)]methyldibenzothiophenium bromid [Br-].C1(=CC=CC=C1)C1=C(C=CC=2[SH+]C3=C(C21)C=CC=C3)CC3=C(C(=C(C=C3)OC)OC)OC